N-(6-(1-methyl-1H-pyrazol-4-yl)isoquinolin-3-yl)azetidine-3-carboxamide CN1N=CC(=C1)C=1C=C2C=C(N=CC2=CC1)NC(=O)C1CNC1